3-isopropyl-2,6-diaminotoluene C(C)(C)C=1C(=C(C)C(=CC1)N)N